(2R,3R,4S,5S)-4-[[3-[6-(difluoromethyl)-2-methoxy-3-pyridinyl]-4,5-dimethyl-5-(trifluoromethyl)tetrahydrofuran-2-carbonyl]amino]pyridine-2-carboxamide FC(C1=CC=C(C(=N1)OC)[C@@H]1[C@@H](O[C@@]([C@H]1C)(C(F)(F)F)C)C(=O)NC1=CC(=NC=C1)C(=O)N)F